N(=[N+]=[N-])CCC1=CC=[NH+]C=C1 4-(2-azidoethyl)pyridinium